acetonitrile ethyl-acetate formate C(=O)O.C(C)OC(C)=O.C(C)#N